CC1COCC(N1CC1CCN(CC1)C(=O)OC(C)(C)C)C tert-butyl 4-((3,5-dimethylmorpholino)methyl)piperidine-1-carboxylate